O=C1N(CCC(N1)=O)C1=NOC2=C1C=C(C=C2)CC2C[C@H]1CC[C@@H](C2)N1C(=O)OC(C)(C)C tert-butyl (1R,5S)-3-((3-(2,4-dioxotetrahydropyrimidin-1(2H)-yl)benzo[d]isoxazol-5-yl)methyl)-8-azabicyclo[3.2.1]octane-8-carboxylate